C(C)(=O)OCC#N Cyanomethyl acetate